cyclopentadienyl-bis(diethylamino)niobium (V) C1(C=CC=C1)[Nb+2](N(CC)CC)N(CC)CC